(S)-3-Phenyl-N-[1-(3-morpholin-4-yl-phenyl)ethyl]acrylamide C1(=CC=CC=C1)C=CC(=O)N[C@@H](C)C1=CC(=CC=C1)N1CCOCC1